ClC1=CNC=2N=C(N=C(C21)NC)NC2=CC=C(C1=C2OCCO1)C(=O)N1CCOCC1 (8-((5-chloro-4-(methylamino)-7H-pyrrolo[2,3-d]pyrimidin-2-yl)amino)-2,3-dihydrobenzo[b][1,4]dioxin-5-yl)(morpholino)methanone